dibenzophosphole sodium [Na].C1=CC=CC=2PC3=C(C21)C=CC=C3